ClC1=C(C=CC=C1)[C@H]1N(CC[C@H](C1)C(C)(F)F)C(=O)N[C@@H](C)\C=C\S(=O)(=O)C (2S,4R)-2-(2-chlorophenyl)-4-(1,1-difluoroethyl)-N-((S,E)-4-(methylsulfonyl)but-3-en-2-yl)piperidine-1-carboxamide